S(=O)(=O)(C1=CC=C(C)C=C1)OC(C)COC(C)COC(C)COC(C)COC(C)COC(C)COC(C)COC(C)COC(C)COC(C)COC(C)COS(=O)(=O)C1=CC=C(C)C=C1 undecapropylene glycol ditosylate